[6-(5-chloro-1,3-benzothiazol-2-yl)spiro[3.3]heptan-2-yl]-5-(cyclobutylsulfamoyl)furan-2-carboxamide ClC=1C=CC2=C(N=C(S2)C2CC3(CC(C3)C3=C(OC(=C3)S(NC3CCC3)(=O)=O)C(=O)N)C2)C1